O1CC(C1)C1(CC(NC1)C(=O)N)C(=O)N 4-(oxetan-3-yl)pyrrolidine-2,4-dicarboxamide